methyl-5-chloro-2-methoxynicotinic acid CC1=NC(=C(C(=O)O)C=C1Cl)OC